3-({[(1R)-1-(4-Acetyl-3,5-diethoxyphenyl)ethyl](4-phenylbutyl)carbamoyl}amino)oxetane-3-carboxylic acid C(C)(=O)C1=C(C=C(C=C1OCC)[C@@H](C)N(C(=O)NC1(COC1)C(=O)O)CCCCC1=CC=CC=C1)OCC